6-bromo-7-(difluoromethyl)-1-[3-(oxolan-3-yl)-5H,6H,7H,8H-imidazo[1,5-a]pyrazin-1-yl]-3,4-dihydro-2H-quinoline BrC=1C=C2CCCN(C2=CC1C(F)F)C=1N=C(N2C1CNCC2)C2COCC2